IC=1[C@]2(C)[C@@H](CC1)[C@@H]1CC=C3C[C@H](CC[C@]3(C)[C@H]1CC2)O 17-iodo-androst-5,16-diene-3β-ol